COC(=O)C=1C(=NC(=C(C1)C#N)OCC1=C(C=CC(=C1)C(F)(F)F)F)COC 5-cyano-6-[[2-fluoro-5-(trifluoromethyl)phenyl]methoxy]-2-(methoxymethyl)pyridine-3-carboxylic acid methyl ester